N-(6-(1,5-dimethyl-1H-pyrazol-4-yl)-2-methoxypyridin-3-yl)formamide CN1N=CC(=C1C)C1=CC=C(C(=N1)OC)NC=O